p-methylphenylsulfanyl ether CC1=CC=C(C=C1)SOSC1=CC=C(C=C1)C